C1(=CC=CC=C1)C1(CCC2(OCCO2)CC1)NCC1COCC1 8-phenyl-N-((tetrahydrofuran-3-yl)methyl)-1,4-dioxaspiro[4.5]decan-8-amine